((perfluoropropan-2-yl)sulfonyl)amide FC(C(C(F)(F)F)(S(=O)(=O)[NH-])F)(F)F